N-((9-beta-D-ribofuranosyl-2-methylthiopurin-6-yl)carbamoyl)threonin [C@@H]1([C@H](O)[C@H](O)[C@H](O1)CO)N1C2=NC(=NC(=C2N=C1)NC(=O)N[C@@H]([C@H](O)C)C(=O)O)SC